BrC(C1=CC(=C(C(=C1)C1=CC=C(C=C1)C(F)(F)F)C(=O)OC)OCOC)Br methyl 5-(dibromomethyl)-3-(methoxymethoxy)-4'-(trifluoromethyl)-[1,1'-biphenyl]-2-carboxylate